dicyclohexyl-[2-(2,4,6-triisopropylphenyl)phenyl]phosphane dipotassium (9R,12R)-12-amino-3,8,11-trioxo-1-phenyl-9-(sulfonatomethyl)-2-oxa-4,7,10-triazatridecane-13-sulfonate N[C@H](C(N[C@H](C(NCCNC(OCC1=CC=CC=C1)=O)=O)CS(=O)(=O)[O-])=O)CS(=O)(=O)[O-].[K+].[K+].C1(CCCCC1)P(C1=C(C=CC=C1)C1=C(C=C(C=C1C(C)C)C(C)C)C(C)C)C1CCCCC1